(S)-4-(4-chloro-6-(2-methylpiperidin-1-yl)pyridinamido)-2-methylbenzoic acid ClC1=CC(=NC(=C1)N1[C@H](CCCC1)C)C(=O)NC1=CC(=C(C(=O)O)C=C1)C